5-pentylene oxalate C1(C(=O)OCCCCCO1)=O